FC=1C(=C(C=CC1F)[C@H]1[C@H](O[C@@]([C@H]1C)(C(F)(F)F)C)C(=O)NC1=C(C(=NC=C1)C(=O)N)C)OC 4-[[(2S,3s,4s,5s)-3-(3,4-difluoro-2-methoxy-phenyl)-4,5-dimethyl-5-(trifluoromethyl)tetrahydrofuran-2-carbonyl]amino]-3-methyl-pyridine-2-carboxamide